OC=1C=C2C=C(COC2=CC1)C(=O)OC(C)(C)C tert-Butyl 6-hydroxy-2H-chromene-3-carboxylate